FC=1C=C(CC=2C=C(C(=C3CCCC23)OC)C(=O)N[C@H]2CCOC[C@@H]2O)C=CC1C(NCCOC)=O 1,5-anhydro-2,3-dideoxy-3-(((7-(3-fluoro-4-((2-methoxyethyl)carbamoyl)-benzyl)-4-methoxy-2,3-dihydro-1H-inden-5-yl)carbonyl)amino)-L-threo-pentitol